7-chloro-N-[6-(2,2-difluoroethoxy)-5-fluoro-2-methoxy-3-pyridyl]naphthalene-1-sulfonamide ClC1=CC=C2C=CC=C(C2=C1)S(=O)(=O)NC=1C(=NC(=C(C1)F)OCC(F)F)OC